2-((4-(trifluoromethyl)benzyl)thio)benzo[d]oxazole-5-carboxylic acid FC(C1=CC=C(CSC=2OC3=C(N2)C=C(C=C3)C(=O)O)C=C1)(F)F